O=C1NC=2N(C3=CC=CC=C13)C=C(N2)C(=O)N 5-oxo-4,5-dihydroimidazo[1,2-a]quinazoline-2-carboxamide